[Cl-].CO[Si](CCC[N+](C)(C)C)(OC)OC [3-(trimethoxysilyl)propyl]trimethylammonium chloride